C(C)N(CCN(C=1C=CC(=NC1)N)C)CC N5-(2-(diethylamino)ethyl)-N5-methylpyridine-2,5-diamine